C(C)C(CNC(=O)C1=CC(=CC(=C1)C(=O)NCC(CCCC)CC)C(=O)NCC(CCCC)CC)CCCC N1,N3,N5-tris(2-ethylhexyl)benzene-1,3,5-tricarboxamide